3-(2-(((tetrahydro-2H-pyran-2-yl)oxy)carbamoyl)chroman-6-yl)prop-2-yn-1-yl 3,4-dihydroisoquinoline-2(1H)-carboxylate C1N(CCC2=CC=CC=C12)C(=O)OCC#CC=1C=C2CCC(OC2=CC1)C(NOC1OCCCC1)=O